NC=1C=CC(=NC1)[C@H]1N(C[C@@H](CC1)C)C(=O)OC(C)(C)C tert-butyl (2S,5R)-2-(5-amino-2-pyridyl)-5-methyl-piperidine-1-carboxylate